C(CCC)N(CCC=O)CC 3-[BUTYL(ETHYL)AMINO]PROPANAL